NC1=NC=NC=2N(C3=C(C=C(C=C3C21)C(F)(F)F)C)CC(=O)N2[C@@H]1C[C@@H]1C[C@H]2C(=O)NC2=NC(=CC=C2)Cl (1R,3S,5R)-2-(2-(4-amino-8-methyl-6-(trifluoromethyl)-9H-pyrimido[4,5-b]indol-9-yl)acetyl)-N-(6-chloropyridin-2-yl)-2-azabicyclo[3.1.0]hexane-3-carboxamide